C([C@H](CCO)O)O (S)-1,2,4-butanetriol